8-(4-(difluoromethoxy)phenyl)-2-ethoxy-6-(1-methyl-2-(pyridin-3-ylmethyl)-1H-benzo[d]imidazol-6-yl)pyrido[2,3-d]pyrimidin-7(8H)-one FC(OC1=CC=C(C=C1)N1C(C(=CC2=C1N=C(N=C2)OCC)C=2C=CC1=C(N(C(=N1)CC=1C=NC=CC1)C)C2)=O)F